NC=1C=C2C(=CN=C(C2=CN1)NC)C#CC1=NC=CC(=C1)CN(CCOCCC(=O)O)C 3-(2-(((2-((6-amino-1-(methylamino)-2,7-naphthyridin-4-yl)ethynyl)pyridin-4-yl)methyl)(methyl)amino)ethoxy)propanoic acid